NC1=NC=C(C=N1)C1=C2C(N(C(=NC2=CC=C1)[C@H](C(C)C)NC1=NC=NC2=CC=C(C=C12)C#N)C1=CC=CC=C1)=O (S)-4-((1-(5-(2-aminopyrimidin-5-yl)-4-oxo-3-phenyl-3,4-dihydroquinazolin-2-yl)-2-methylpropyl)amino)quinazoline-6-carbonitrile